benzyl (5-aminopentan-2-yl)carbamate NCCCC(C)NC(OCC1=CC=CC=C1)=O